AZIDOTRIMETHYLSILANE N(=[N+]=[N-])[Si](C)(C)C